N-Methoxy-N,2-dimethylpropanamide CON(C(C(C)C)=O)C